1-Undecyl-2-Methylpyrrolium fluorid [F-].C(CCCCCCCCCC)[NH+]1C(=CC=C1)C